C(C=C)(=O)NC1=CC(=C(C=C1)NC(=O)C1CCC(CC1)(F)F)F N-(4-acrylamido-2-fluorophenyl)-4,4-difluorocyclohexanecarboxamide